BrC=1C=C(N(N1)CCC(F)F)C1=NC2=C(C(O1)=O)C=C(C=C2C)Cl 2-[5-bromo-2-(3,3-difluoropropyl)pyrazol-3-yl]-6-chloro-8-methyl-3,1-benzoxazin-4-one